iron-cadmium [Cd].[Fe]